CNC(=O)C1=NNC2=CC=C(C=C12)C=1C=NC(=NC1)C N-methyl-5-(2-methylpyrimidin-5-yl)indazole-3-carboxamide